FC=1C=C(C=C(C1)F)SCC ethyl (3,5-difluorophenyl) sulfide